CN(C1C(N(C(C1)=O)C(C(=O)NCC1=C(C=CC=C1)F)C)=O)C 2-(3-(Dimethylamino)-2,5-dioxopyrrolidin-1-yl)-N-(2-fluorobenzyl)propanamid